(S)-N-(2-cyano-1-cyclopropylallyl)-2-(1,1-difluoroethyl)-4-phenoxypyrimidine-5-carboxamide C(#N)C([C@H](C1CC1)NC(=O)C=1C(=NC(=NC1)C(C)(F)F)OC1=CC=CC=C1)=C